ClC=1C=CC=2N(C1)C(=CN2)C2=NC=CC(=N2)N2CC(CCC2)C2(CC2)C(=O)O 1-(1-(2-(6-chloroimidazo[1,2-a]pyridin-3-yl)pyrimidin-4-yl)piperidin-3-yl)cyclopropane-1-carboxylic acid